FC1=CC=2N(C=C1)C(=CN2)C2=C1CN(C(C1=C(C=C2)NC2=NC=C(C=C2)[C@H](C)N2CCOCC2)=O)C(=O)OC(C)(C)C tert-butyl (S)-4-(7-fluoroimidazo[1,2-a]pyridin-3-yl)-7-((5-(1-morpholinoethyl)pyridin-2-yl)amino)-1-oxoisoindoline-2-carboxylate